benzyl-3-methyl-2-oxopyrrolidine xanthene-9-sulfonate C1=CC=CC=2OC3=CC=CC=C3C(C12)S(=O)(=O)O.C(C1=CC=CC=C1)N1C(C(CC1)C)=O